4-amino-1-((2S,4S,5R)-5-ethynyl-4-hydroxy-5-(hydroxymethyl)tetrahydrofuran-2-yl)-5-fluoropyrimidin-2(1H)-one NC1=NC(N(C=C1F)[C@H]1O[C@@]([C@H](C1)O)(CO)C#C)=O